C(#N)C1=NC(=NC=N1)NC1CC2(C1)CCN(CC2)C(=O)OC(C)(C)C tert-Butyl 2-((4-cyano-1,3,5-triazin-2-yl)amino)-7-azaspiro[3.5]nonane-7-carboxylate